BrC1=CCC(N1C=O)C 5-bromo-2-methyl-2,3-dihydro-1H-pyrrole-1-carbaldehyde